C(C)O[C@@H]1C[C@H](N(CC1)CC1=C2C=CNC2=C(C=C1OC)C)C1=CC=C(C(=O)OC2=CC=C(C=C2)C(=O)OC(C)(C)C)C=C1 4-(Tert-butoxycarbonyl)phenyl 4-((2S,4S)-4-ethoxy-1-((5-methoxy-7-methyl-1H-indol-4-yl)methyl)piperidin-2-yl)benzoate